CON(C([O-])=S)C N-methoxy-N-methyl-thiocarbamate